di-(3,5,5-trimethylhexanoyl) peroxide CC(CC(=O)OOC(CC(CC(C)(C)C)C)=O)CC(C)(C)C